N1C(=NC2=C1C=CC=C2)/C(=C/C2=CC=C(O2)C=2C=CC(=C(C(=O)O)C2)Cl)/C#N 5-[5-[(E)-2-(1H-benzimidazol-2-yl)-2-cyanoethenyl]furan-2-yl]-2-chlorobenzoic acid